NC1=C2N=CN(C2=NC=N1)C[C@@H](C)OCP(OCCSCCCCCCCCCCCCC#C[Si]1(CCC1)C)(O)=O 2-((14-(1-methylsiletan-1-yl)tetradec-13-yn-1-yl)thio)ethyl hydrogen ((((R)-1-(6-amino-9H-purin-9-yl)propan-2-yl)oxy)methyl)phosphonate